FC=1C(=C(C=CC1)C(C(=O)OCC)=O)C ethyl 2-(3-fluoro-2-methylphenyl)-2-oxoacetate